CNC1CCC(CC1)N[C@H]1[C@@H](C1)C1=CC=C(C=C1)C1=CC(=CC=C1)C(F)(F)F N1-methyl-N4-((trans)-2-(3'-(trifluoromethyl)-[1,1'-biphenyl]-4-yl)cyclopropyl)cyclohexane-1,4-diamine